COC1=CC=2N(N=C1OCC1=NC=3CCN(CC3C=C1)C1C(CC1)C#N)C(=NN2)C2=NOC(=C2)C 2-((((7-Methoxy-3-(5-methylisoxazol-3-yl)-[1,2,4]triazolo[4,3-b]pyridazin-6-yl)oxy)methyl)-7,8-dihydro-1,6-naphthyridin-6(5H)-yl)cyclobutane-1-carbonitrile